FC1=CC=C2CC(N(C2=C1C1OCC1)C)=O 6-fluoro-1-methyl-7-(oxetan-2-yl)indolin-2-one